(S)-2-amino-3-(4-dihydroxyboryl-2-cyanophenyl)-2-methylpropanoic acid N[C@](C(=O)O)(CC1=C(C=C(C=C1)B(O)O)C#N)C